BrC=1C=NC(=NC1)C1(CC(C1)(F)F)OS(=O)(=O)C methanesulfonic acid 1-(5-bromopyrimidin-2-yl)-3,3-difluorocyclobutyl ester